N-(7-(ethylsulfanyl)-1-(4-fluorobenzyl)-5-methyl-1,2,3,4-tetrahydroquinolin-6-yl)-3,3-dimethylbutylamine C(C)SC1=C(C(=C2CCCN(C2=C1)CC1=CC=C(C=C1)F)C)NCCC(C)(C)C